(S)-8-chloro-6-(((2-fluoro-6-methylpyridin-3-yl)(1-(1-(trifluoromethyl)cyclopropyl)-1H-1,2,3-triazol-4-yl)methyl)amino)-4-(neopentylamino)quinoline-3-carbonitrile ClC=1C=C(C=C2C(=C(C=NC12)C#N)NCC(C)(C)C)N[C@H](C=1N=NN(C1)C1(CC1)C(F)(F)F)C=1C(=NC(=CC1)C)F